O1CCCCCCCCCCCCCCC1 1-oxacyclohexadecan